C(C(=O)O)(=O)F oxalic acid monofluoride